Methyl (E)-5-(4-aminoisoquinolin-5-yl)pent-4-enoate NC1=CN=CC2=CC=CC(=C12)/C=C/CCC(=O)OC